N-(5-(1-(4-(cyanomethyl)-1-(2-fluorobenzoyl)piperidin-4-yl)-1H-pyrazol-4-yl)-[1,2,4]triazolo[1,5-a]pyridin-2-yl)cyclopropylcarboxamide C(#N)CC1(CCN(CC1)C(C1=C(C=CC=C1)F)=O)N1N=CC(=C1)C1=CC=CC=2N1N=C(N2)NC(=O)C2CC2